(R)-tert-butyl 3-((7-chloro-8-fluoro-2-(((2R,7aS)-2-fluorohexahydro-1H-pyrrolizin-7a-yl)methoxy)pyrido[4,3-d]pyrimidin-4-yl)(methyl)amino)pyrrolidine-1-carboxylate ClC1=C(C=2N=C(N=C(C2C=N1)N([C@H]1CN(CC1)C(=O)OC(C)(C)C)C)OC[C@]12CCCN2C[C@@H](C1)F)F